7-isopropoxylimidazo[1,2-a]pyridine-6-carboxamide HCl salt Cl.O(C(C)C)C1=CC=2N(C=C1C(=O)N)C=CN2